2-(2-Hydroxyl-4-diethylaminobenzoyl)benzoic acid OC1=C(C(=O)C2=C(C(=O)O)C=CC=C2)C=CC(=C1)N(CC)CC